NC1=CC(C(NC1=NC=1C(=NN2C1C=CC=C2)NCCN2CCCC2)=NC=2C(=NN1C2C=CC=C1)NCCN1CCCC1)=N N3,N3'-(5-Amino-3-iminopyridin-2,6(1H,3H)-diyliden)-bis{N2-[2-(pyrrolidin-1-yl)ethyl]pyrazolo[1,5-a]pyridin-2,3-diamin}